FC(C1=NN=C(O1)C1=CC(=C(CN2N=NC(=C2)C=2C=C(C=CC2F)NC2CCN(CC2)C)C=C1)F)F N-(3-(1-(4-(5-(difluoromethyl)-1,3,4-oxadiazol-2-yl)-2-fluorobenzyl)-1H-1,2,3-triazol-4-yl)-4-fluorophenyl)-1-methylpiperidin-4-amine